CN(C)CC=1C(=CC=C2C(C=COC12)=O)O 8-[(N,N-dimethylamino)methyl]-7-hydroxy-4H-chromen-4-one